3-(1-methyl-1H-pyrazol-3-yl)-4'-(trifluoromethyl)-2',3',4',5'-tetrahydro-[1,1-biphenyl]-4-carbonitrile CN1N=C(C=C1)C=1C=C(C=CC1C#N)C=1CCC(CC1)C(F)(F)F